(E)-N-(1-(benzyloxy)-6-phenyl-3,3-bis(trifluoromethyl)hexa-5-en-2-yl)-2-methylpropan-2-sulfinamide C(C1=CC=CC=C1)OCC(C(C\C=C\C1=CC=CC=C1)(C(F)(F)F)C(F)(F)F)NS(=O)C(C)(C)C